N-(2-(4,4-difluoropiperidin-1-yl)-6-methylpyrimidin-4-yl)-4-((2-hydroxyethyl)sulfonamido)-2-((1S,6R)-6-(trifluoromethyl)-3-azabicyclo[4.1.0]heptan-3-yl)benzamide FC1(CCN(CC1)C1=NC(=CC(=N1)NC(C1=C(C=C(C=C1)NS(=O)(=O)CCO)N1C[C@H]2C[C@]2(CC1)C(F)(F)F)=O)C)F